CC(CCN)C(CCCCN)C 3,4-dimethyl-1,8-octanediamine